(3,4-dichlorophenyl)-1-tetralone ClC=1C=C(C=CC1Cl)C1C(C2=CC=CC=C2CC1)=O